5-(5-fluoro-2-(2-fluoro-3-(2-methoxyethoxy)-4-methylphenylamino)pyrimidin-4-ylamino)benzo[d]oxazol-2(3H)-one trifluoroacetate salt FC(C(=O)O)(F)F.FC=1C(=NC(=NC1)NC1=C(C(=C(C=C1)C)OCCOC)F)NC=1C=CC2=C(NC(O2)=O)C1